CC1(OB(OC1(C)C)C1=CC=C(C=C1)S(=O)(=O)N1CCC(CC1)NC1=NC=C(C=C1)C(F)(F)F)C N-[1-[4-(4,4,5,5-tetramethyl-1,3,2-dioxaborolan-2-yl)phenyl]sulfonyl-4-piperidyl]-5-(trifluoromethyl)pyridin-2-amine